4-(Boc-amino)butanoic acid C(=O)(OC(C)(C)C)NCCCC(=O)O